2-(4-isopropylphenoxy)-N-(pyridin-2-yl)-N-(thiophen-2-ylmethyl)acetamide C(C)(C)C1=CC=C(OCC(=O)N(CC=2SC=CC2)C2=NC=CC=C2)C=C1